1-(6-(4-isopropyl-4H-1,2,4-triazol-3-yl)pyridin-2-yl)-3-(5-(1-methyl-1H-pyrrole-2-carbonyl)-4,5,6,7-tetrahydrothiazolo[5,4]pyridin-2-yl)urea C(C)(C)N1C(=NN=C1)C1=CC=CC(=N1)NC(=O)NC=1SC=2CCC(NC2N1)C(=O)C=1N(C=CC1)C